2-(5-oxotetrahydrofuran-2-yl)acetic acid O=C1CCC(O1)CC(=O)O